6-(4-Hydroxy-6-methyl-indan-5-yl)-4-methyl-3-[[(3R)-3-piperidyl]amino]-1,2,4-triazin OC1=C2CCCC2=CC(=C1C1=CN(C(N=N1)N[C@H]1CNCCC1)C)C